N12C[C@H](C(CC1)CC2)N(C(O)=O)C(C)(C)C=2N=C(SC2)C2=CC=C(C=C2)F.NC2(CCN(CC2)C=2N=CC(=NC2)SC=2C(=C(C=CC2)S(=O)(=O)NC(C2=CC=CC=C2)=O)Cl)C N-((3-((5-(4-amino-4-methylpiperidin-1-yl)pyrazin-2-yl)thio)-2-chlorophenyl)sulfonyl)benzamide (S)-quinuclidin-3-yl-(2-(2-(4-fluorophenyl)thiazol-4-yl)propan-2-yl)carbamate